CC1(CC(=C(CC1)CN1CCN(CC1)C1=CC=C(C(=O)O)C=C1)C=1SC=C(C1)NC1=NC=CC=N1)C 4-(4-((4,4-dimethyl-2-(4-(pyrimidin-2-ylamino)thiophen-2-yl)cyclohex-1-en-1-yl)methyl)piperazin-1-yl)benzoic acid